CO[C@@H]1O[C@H]([C@@H]([C@H]([C@H]1O)O)O)C (2R,3R,4R,5R,6S)-2-methoxy-6-methyltetrahydro-2H-pyran-3,4,5-triol